(3aS,4S,5R,6aR)-5-(benzoyloxy)-4-[(1E)-3-carbonyl-4-phenoxy-1-butenyl]hexahydro-2H-cyclopenta[b]furan-2-one C(C1=CC=CC=C1)(=O)O[C@H]1[C@H]([C@H]2[C@H](OC(C2)=O)C1)\C=C\C(COC1=CC=CC=C1)=C=O